FC1=C(C=CC=C1C[C@@H]1N(C[C@@H]([C@@H]1NS(=O)(=O)CC)F)C(=O)[C@@H]1OCCC1)C1=CC(=CC(=C1)C)F N-{(2S,3R,4S)-2-[(2,3'-difluoro-5'-methyl-[1,1'-biphenyl]-3-yl)methyl]-4-fluoro-1-[(2R)-oxolane-2-carbonyl]pyrrolidin-3-yl}ethanesulfonamide